1-(6-(1H-pyrazol-5-yl)pyridin-3-yl)piperazine N1N=CC=C1C1=CC=C(C=N1)N1CCNCC1